dimethylaminoethyl acrylate sulfuric acid salt S(O)(O)(=O)=O.C(C=C)(=O)OCCN(C)C